C(C)OC(=CC(=O)OCN(C)C)OCC dimethylaminomethyl diethoxyacrylate